methyl 2-((5-(N-(3-cyano-1H-indol-7-yl)sulfamoyl)thiazol-2-yl)oxy)acetate C(#N)C1=CNC2=C(C=CC=C12)NS(=O)(=O)C1=CN=C(S1)OCC(=O)OC